3-n-propyl-2,3-dihydro-1H-indene C(CC)C1CCC2=CC=CC=C12